tin (IV) sulfate S(=O)(=O)([O-])[O-].[Sn+4].S(=O)(=O)([O-])[O-]